C(C)(C)(C)OC(=O)N1C(CNCC1)CC1=CC(=C(C=C1)[N+](=O)[O-])NCC(CCCOC1=C(C=NN1C)C1=NC(=CC(=C1)C(=O)OC)C([2H])([2H])[2H])C (3-((5-((4-(4-(methoxycarbonyl)-6-(methyl-d3)pyridin-2-yl)-1-methyl-1H-pyrazol-5-yl)oxy)-2-methylpentyl)amino)-4-nitrobenzyl)piperazine-1-carboxylic acid tert-butyl ester